tert-butyl (3S,4S)-3-((4-(6-(3-(benzyloxy)cyclobutyl)-7-methoxyimidazo[1,2-b]pyridazin-3-yl)-5-fluoropyrimidin-2-yl)amino)-4-fluoropiperidine-1-carboxylate C(C1=CC=CC=C1)OC1CC(C1)C=1C(=CC=2N(N1)C(=CN2)C2=NC(=NC=C2F)N[C@H]2CN(CC[C@@H]2F)C(=O)OC(C)(C)C)OC